(3-chloro-2,4-difluorophenyl)(4-iodo-5-methyl-1-((2-(trimethylsilyl)ethoxy)methyl)-1H-imidazol-2-yl)methyl diisopropylcarbamate C(C)(C)N(C(OC(C=1N(C(=C(N1)I)C)COCC[Si](C)(C)C)C1=C(C(=C(C=C1)F)Cl)F)=O)C(C)C